C(CCCCCC=CCCC=CCCCCCCCC)(=O)O 7,11-eicosadienoic acid